ethyl 3-(benzyl(5-isobutyl-4-(4-(methylsulfonyl)phenyl)thiazol-2-yl)amino)propanoate C(C1=CC=CC=C1)N(CCC(=O)OCC)C=1SC(=C(N1)C1=CC=C(C=C1)S(=O)(=O)C)CC(C)C